OCCN1N=CC(=C1)NC1=NC=C2C(=N1)N(C(N(C2)[C@H]2CCNC1=C(C=CC=C21)OC)=O)C |o1:19| 7-[[1-(2-hydroxyethyl)pyrazol-4-yl]amino]-3-[rel-(4S)-8-methoxy-1,2,3,4-tetrahydroquinolin-4-yl]-1-methyl-4H-pyrimido[4,5-d]pyrimidin-2-one